Cl.C(CCCCCC)C1OC2=CC(=CC=C2C(C1)NCC1=C(C=C(C=C1)F)Cl)OC 2-heptyl-4-(2-chloro-4-fluorobenzylamino)-7-methoxychroman hydrochloride